Di(chloromethyl)dimethylsilane ClC[Si](C)(C)CCl